O=C1NC(C=C(N1)C(=O)NC1=C(OCC(=O)O)C=CC=C1)=O 2-(2-(2,6-dioxo-1,2,3,6-tetrahydropyrimidine-4-carboxamido)phenoxy)acetic acid